(3-oxohexahydroimidazo[1,5-a]pyrazin-2(3H)-yl)bicyclo[1.1.1]pentane-1-carboxylic acid O=C1N(CC2N1CCNC2)C2C1(CC2C1)C(=O)O